3-[[4-amino-5,5-dimethyl-8-[trans-4-(methylamino)cyclohexoxy]-6H-benzo[h]quinazolin-7-yl]-methyl-amino]propanenitrile NC1=NC=NC=2C3=C(CC(C12)(C)C)C(=C(C=C3)O[C@@H]3CC[C@H](CC3)NC)N(CCC#N)C